1-(1-(2,6-difluoro-4-iodophenyl)-3-methyl-3,4-dihydrobenzofuro[2,3-c]pyridin-2(1H)-yl)-2-methylpropan-1-one FC1=C(C(=CC(=C1)I)F)C1N(C(CC2=C1OC1=C2C=CC=C1)C)C(C(C)C)=O